6-(5-((1H-indazol-5-yl)amino)-1,3,4-thiadiazol-2-yl)-N-isopropyl-1H-indole-2-carboxamide N1N=CC2=CC(=CC=C12)NC1=NN=C(S1)C1=CC=C2C=C(NC2=C1)C(=O)NC(C)C